CC(=O)OC[C@@]1(CCC[C@]2([C@H]1CC[C@@]3([C@@H]2CC[C@]4([C@H]3CC=C5[C@H]4[C@@H](OC5=O)O)C)C)C)C The molecule is a scalarane sesterterpenoid isolated from the marine sponge Hyrtios erectus that exhibits antineoplastic activity. It has a role as a metabolite and an antineoplastic agent. It is a scalarane sesterterpenoid, an acetate ester, a secondary alcohol, a gamma-lactone and an organic heteropentacyclic compound.